3-((tert-butyl-dimethylsilyloxy)prop-1-en-2-yl)-3-(3-ethoxy-4-methoxyphenyl)-2-methylpyridine [Si](C)(C)(C(C)(C)C)OCC(=C)C1(C(N=CC=C1)C)C1=CC(=C(C=C1)OC)OCC